C1NC[C@H]2C1=CNC2 (3aR,6aS)-hexahydropyrrolo-[3,4-c]pyrrol